[N+](=O)([O-])C1=C(C=CC(=C1)OC(F)(F)F)C(=O)N1CCC(=CC1)B1OC(C(O1)(C)C)(C)C [2-Nitro-4-(trifluoromethoxy)phenyl]-[4-(4,4,5,5-tetramethyl-1,3,2-dioxaborolan-2-yl)-3,6-dihydro-2H-pyridin-1-yl]methanone